6-hydroxy-5'-methyl-4-(2-methyloctan-2-yl)-2'-(prop-1-en-2-yl)-[1,1'-biphenyl]-2-yl methyl methylphosphonate CP(OC1=C(C(=CC(=C1)C(C)(CCCCCC)C)O)C1=C(C=CC(=C1)C)C(=C)C)(OC)=O